F.F.F.[F-].C(C)[N+](CC)(CC)CC tetraethylammonium fluoride tri-hydrofluoric acid salt